C(C1=CC=CC=C1)N1C[C@H](CC1)N(CCNC(=O)C1CCN(CC1)C1=CC=C(C=C1)OC(F)(F)F)C N-(2-{[(3S)-1-benzylpyrrolidin-3-yl](methyl)amino}ethyl)-1-[4-(trifluoromethoxy)phenyl]piperidine-4-carboxamide